(4Z,2S)-2-(hydroxymethyl)-1-[(2'-methyl-1,1'-biphenyl-4-yl-carbonyl)]pyrrolidine-4-one-O-methyloxime CO\N=C/1\C[C@H](N(C1)C(=O)C1=CC=C(C=C1)C1=C(C=CC=C1)C)CO